C(C1=CC=CC=C1)OC1=NC(=NC(=C1C(=O)NC)C)[C@@H]1O[C@]([C@H]([C@H]1C1=C(C(=C(C=C1)F)F)OC)C)(C(F)(F)F)C 4-(benzyloxy)-2-((2R,3S,4S,5R)-3-(3,4-difluoro-2-methoxyphenyl)-4,5-dimethyl-5-(trifluoromethyl)tetrahydrofuran-2-yl)-N,6-dimethylpyrimidine-5-carboxamide